Methyl ((1R,3R)-3-(6-((6-chloro-8-(trifluoromethyl)quinolin-2-yl)amino)-3-(methyl-d3)-2-oxo-2,3-dihydro-1H-imidazo[4,5-c]pyridin-1-yl)cyclopentyl)carbamate ClC=1C=C2C=CC(=NC2=C(C1)C(F)(F)F)NC1=CC2=C(C=N1)N(C(N2[C@H]2C[C@@H](CC2)NC(OC)=O)=O)C([2H])([2H])[2H]